N-(oxetan-3-yl)-5,6-diphenyl-1,2,4-triazin-3-amine O1CC(C1)NC=1N=NC(=C(N1)C1=CC=CC=C1)C1=CC=CC=C1